2-methyl-3-(2-phenethyl-1,3-dioxolan-4-yl)-1-phenylpropan-1-one CC(C(=O)C1=CC=CC=C1)CC1OC(OC1)CCC1=CC=CC=C1